Cl[Si](CCCCCCCCCCCC)(C)C 1-(chlorodimethylsilyl)dodecane